FC(S(=O)(=O)OC1=NC=C(C=C1N1CCC(CC1)C#N)CCCOC)(F)F 3-(4-cyanopiperidin-1-yl)-5-(3-methoxypropyl)pyridin-2-yl trifluoromethanesulfonate